2-((4-(((3-(piperidin-3-yl)phenyl)amino)methyl)phenyl)amino)-5-(trifluoromethyl)pyrimidine N1CC(CCC1)C=1C=C(C=CC1)NCC1=CC=C(C=C1)NC1=NC=C(C=N1)C(F)(F)F